ethoxy-ethylglycidyl ether C(C)OC(C1CO1)(CC)OC(C1CO1)(OCC)CC